((R)-4-(6-(6-ethynyl-4-methylpyridin-3-yl)-4,7-dimethyl-7H-pyrrolo[2,3-d]pyrimidin-5-yl)cyclohex-3-enyl)(pyrrolidin-1-yl)methanone C(#C)C1=CC(=C(C=N1)C1=C(C2=C(N=CN=C2C)N1C)C1=CC[C@@H](CC1)C(=O)N1CCCC1)C